C(=O)[C@@H]1[C@@H]2CC[C@H](CN1C(=O)OCC[Si](C)(C)C)N2C(=O)OC(C)(C)C 8-(tert-butyl) 3-(2-(trimethylsilyl)ethyl) (1S,2S,5R)-2-formyl-3,8-diazabicyclo[3.2.1]octane-3,8-dicarboxylate